N-[2-(vinylbenzylamino)ethyl]-3-aminopropyltrimethoxysilane C(=C)N(CCNCCC[Si](OC)(OC)OC)CC1=CC=CC=C1